O[Cu] monohydroxycopper